O=C([C@H](O)[C@@H](O)[C@H](O)[C@H](O)C(=O)O)O.C(CCCCCCCCC)(=O)O Mono-decanoic acid glucarate